C1(OCC(C)O1)=O (propane-1,2-diyl) carbonate